N1(CC2(CC1)CNC1=CC=CC=C12)C(C(C)(C)C)=O 1-{1,2-dihydrospiro[indol-3,3'-pyrrolidin]-1'-yl}-2,2-dimethylpropan-1-one